ClC=1C=C(C#N)C=C(C1)[C@@H](CN1[C@@H](C[C@@H](C1)COC1=CC=C(C=C1)S(=O)(=O)C)C)C 3-chloro-5-[(2S)-1-[(2R,4S)-4-[(4-methanesulfonylphenoxy)methyl]-2-methylpyrrolidin-1-yl]propan-2-yl]benzonitrile